N1N=CC2=C(C=CC=C12)CN1N=CC2=C(C1=O)N(C1=C2SC(=N1)C(C)O)C 6-((1H-indazol-4-yl)methyl)-2-(1-hydroxyethyl)-4-methyl-4,6-dihydro-5H-thiazolo[5',4':4,5]pyrrolo[2,3-d]pyridazin-5-one